3-((6-bromo-7-iodoquinazolin-2-yl)oxy)-N,N-bis(4-methoxybenzyl)propane-1-sulfonamide BrC=1C=C2C=NC(=NC2=CC1I)OCCCS(=O)(=O)N(CC1=CC=C(C=C1)OC)CC1=CC=C(C=C1)OC